OC1=C(C=CC2=CC(=C(C=C2)O)O)C=CC=C1 2',3,4-trihydroxystilbene